CP(C1=C(SC(=C1P(C)C)C1CCCCC1)C1CCCCC1)C 3,4-bis(dimethylphosphino)-2,5-dicyclohexylthiophene